CN1N=C(C2=C1C=NN(C2=O)CC(=O)N[C@@H](C)C2=CC=C(C=C2)OC(F)(F)F)C (S)-2-(1,3-Dimethyl-4-oxo-1,4-dihydro-5H-pyrazolo[3,4-d]pyridazin-5-yl)-N-(1-(4-(trifluoro-methoxy)phenyl)ethyl)acetamid